1-(3-methylbenzo[d]isoxazol-5-yl)ethan-1-one CC1=NOC2=C1C=C(C=C2)C(C)=O